3-(2,3-dichlorophenyl)-7-morpholinothieno[3,2-b]pyridine-6-carboxylic acid ClC1=C(C=CC=C1Cl)C1=CSC=2C1=NC=C(C2N2CCOCC2)C(=O)O